C(#N)C1=CC(=C(C=C1)[C@@H]1C=CNC2=CC=NC(=C12)OCC)OC |r| racemic-(4S,4R)-4-(4-cyano-2-methoxyphenyl)-5-ethoxy-1,4-dihydro-1,6-naphthyridine